5-(1-azidoethyl)-2-chloro-3-methoxy-4-methylpyridine N(=[N+]=[N-])C(C)C=1C(=C(C(=NC1)Cl)OC)C